FC1=C(C(=CC=C1)F)N1CCC(=CC1)C1=NN(C2=C1NCCC2)S(=O)(=O)C2=C(C=CC=C2)S(=O)(=O)N(C)C ((3-(1-(2,6-difluorophenyl)-1,2,3,6-tetrahydropyridin-4-yl)-4,5,6,7-tetrahydro-1H-pyrazolo[4,3-b]pyridin-1-yl)sulfonyl)-N,N-dimethylbenzenesulfonamide